tert-Butyl 4-(2-acetamido-7-bromo-6-chloro-3-cyano-8-fluoroquinolin-4-yl)piperazine-1-carboxylate C(C)(=O)NC1=NC2=C(C(=C(C=C2C(=C1C#N)N1CCN(CC1)C(=O)OC(C)(C)C)Cl)Br)F